C(C(=O)O)(=O)[O-].C(C(=O)O)(=O)O.[Na+].NC1=NC=CC(=N1)C1=CC=CC=2C=C(OC21)C#CC(C)(O)C=2SC=CN2 4-(7-(2-Aminopyrimidin-4-yl)benzofuran-2-yl)-2-(thiazol-2-yl)but-3-yn-2-ol sodium oxalate (oxalate)